Methyl-L-Carnitine C[C@](O)(C[N+](C)(C)C)CC([O-])=O